OC1=CC=C(C=C1)C(C(=O)O)C1=CC=C(C=C1)O 2,2-bis(4-hydroxyphenyl)acetic acid